FC1=C(CN2N=CC3C(N(C=4C=C(C=CC34)OCCN3CCOCC3)C)C2=O)C=CC=C1 3-(2-fluorobenzyl)-5-methyl-7-(2-morpholinoethoxy)-3,4a,5,9b-tetrahydro-4H-pyridazino[4,5-b]indol-4-one